C(#N)[C@@]1(N(CCC1)C(=O)C1=CC(=C2N1CCC1=CC(=C(C=C21)C(=O)O)OC)CC(F)(F)F)C 3-[(2R)-2-cyano-2-methyl-pyrrolidine-1-carbonyl]-8-methoxy-1-(2,2,2-trifluoroethyl)-5,6-dihydropyrrolo[2,1-a]isoquinoline-9-carboxylic acid